ClC=1C=C(C=CC1Cl)C#CC(C)O 4-(3,4-dichlorophenyl)but-3-yn-2-ol